CC(CS(=O)(=O)O)(C)NC=C 2-methyl-2-(vinylamino)-1-propanesulfonic acid